BrCC=1C=C(CONC(OC(C)(C)C)=O)C=C(C1)CBr tert-Butyl ((3,5-bis(bromomethyl)benzyl)oxy)carbamate